5-(3-bromo-2-methylimidazo[1,2-a]pyridin-8-yl)-N-(4-fluorophenyl)-2-methylbenzamide BrC1=C(N=C2N1C=CC=C2C=2C=CC(=C(C(=O)NC1=CC=C(C=C1)F)C2)C)C